[N+](=O)([O-])C1=CC=C(CC2C(N(CC2)C2=CC=C(C=C2)C2=CC=NC=C2)=O)C=C1 3-(4-nitrobenzyl)-1-(4-(pyridin-4-yl)phenyl)pyrrolidin-2-one